tert-butyl-3-amino-5-methyl-1H-pyrazol-1-carboxylic acid C(C)(C)(C)C=1C(=NN(C1C)C(=O)O)N